1-(3,4-Difluorobenzene-1-sulfonyl)-4-[(5-nitrofuran-2-yl)methyl]piperazine FC=1C=C(C=CC1F)S(=O)(=O)N1CCN(CC1)CC=1OC(=CC1)[N+](=O)[O-]